FC1(CC(C1)[C@@H](CC(=O)N[C@@H](COC(F)F)C1=CC(=CC=C1)OC(F)(F)F)O)F (R)-3-(3,3-difluorocyclobutyl)-N-((R)-2-(difluoromethoxy)-1-(3-(trifluoromethoxy)phenyl)ethyl)-3-hydroxypropanamide